C1(=CC=CC=C1)C1=NSC(=N1)N 3-phenyl-1,2,4-thiadiazol-5-amine